FC=1C=C(C(=C(C1)C1=CC=CC=C1)S(=O)(=N)C)C1=CC=CC=C1 5'-fluoro-2'-(S-methylsulfonimidoyl)-1,1':3',1''-terphenyl